methyl (R)-3-(((benzyloxy) carbonyl) amino)-4-hydroxybutyrate C(C1=CC=CC=C1)OC(=O)N[C@H](CC(=O)OC)CO